6-(4-methylpiperazin-1-yl)-8-(4-(trifluoromethyl)phenyl)imidazo[1,2-a]pyrazine CN1CCN(CC1)C=1N=C(C=2N(C1)C=CN2)C2=CC=C(C=C2)C(F)(F)F